BrC=1C=C2C(=NC(=NC2=C2C1OCCN2)C)N[C@H](C)C2=CC(=CC(=C2)C(F)(F)F)[N+](=O)[O-] (R)-6-bromo-2-methyl-N-(1-(3-nitro-5-(trifluoromethyl)phenyl)ethyl)-9,10-dihydro-8H-[1,4]oxazino[2,3-H]quinazolin-4-amine